2-(4-fluorophenyl)-2-methoxy-N,N-dimethylcyclohexan-1-amine FC1=CC=C(C=C1)C1(C(CCCC1)N(C)C)OC